[4-(5-imino-5-oxo-6H-benzo[c][1]benzothiepin-11-ylidene)-1-piperidyl]-(1H-pyrrolo[3,2-c]pyridin-7-yl)methanone N=S1(CC2=C(C(C3=C1C=CC=C3)=C3CCN(CC3)C(=O)C=3C1=C(C=NC3)C=CN1)C=CC=C2)=O